(5'S,7a'R)-5'-(2,3-difluorophenyl)-3-hydroxytetrahydro-3'H-spiro[cyclobutane-1,2'-pyrrolo[2,1-b]oxazol]-3'-one FC1=C(C=CC=C1F)[C@@H]1CC[C@H]2OC3(C(N21)=O)CC(C3)O